tetraethyl-biphenol C(C)C=1C(=C(C(=C(C1O)C=1C(=CC=CC1)O)CC)CC)CC